COC=1N=C2CC(CN(C2=CC1)C1=CC=C(C=C1)C(F)(F)F)NC(C=C)=O N-(6-methoxy-1-(4-(trifluoromethyl)phenyl)-1,2,3,4-tetrahydro-1,5-naphthyridin-3-yl)acryl-amide